CN([C@H](C(=O)N)CC=1C=C2C=NN(C2=CC1)S(=O)(=O)C1=CC=C(C)C=C1)C (S)-2-(dimethylamino)-3-(1-tosyl-1H-indazol-5-yl)-propanamide